OCCS(=O)(=O)C=1C=NC=C(C(=O)N)C1 5-((2-hydroxyethyl)sulfonyl)nicotinamide